O=C1NC(CCC1N1C(C2=CC=CC(=C2C1)SCCCCNC(CCN1CCOCC1)=O)=O)=O N-(4-((2-(2,6-dioxopiperidin-3-yl)-1-oxoisoindolin-4-yl)thio)butyl)-3-morpholinopropanamide